ClCC1=NC=C(C=C1F)F 2-chloromethyl-3,5-difluoro-pyridine